FC(S(=O)(=O)ON1C(=O)C2C3C=CC(C2C1=O)C3)(F)F N-(trifluoromethanesulfonyl-oxy)bicyclo[2.2.1]hept-5-ene-2,3-dicarboximide